(S)-quinuclidin-3-yl chloroformate ClC(=O)O[C@@H]1CN2CCC1CC2